C1OCC12CC(C2)OC=2C=CC1=C(C(OC3=CC(=CC=C13)O)=O)C2 8-((2-oxaspiro[3.3]hept-6-yl)oxy)-3-hydroxy-6H-benzo[c]chromen-6-one